C1(=C(C(=CC2=CC(=C(C=C12)C(=O)O)C(=O)O)C(=O)O)C(=O)O)C(=O)O 1,2,3,6,7-naphthalenepentacarboxylic acid